CC1=NNC(=C1C=1C=NNC1)C 3,5-dimethyl-1H,1'H-[4,4]bipyrazolyl